C(C)(C)(C)OC(=O)N[C@@H](C(=O)OC)CC=1C=C2C=NNC2=C(C1)C methyl (2R)-2-(tert-butoxycarbonylamino)-3-(7-methyl-1H-indazol-5-yl)propanoate